(4-chloro-1-isopropyl-1H-pyrazol-5-yl)methyl methanesulfonate CS(=O)(=O)OCC1=C(C=NN1C(C)C)Cl